2-(2-((3R,4R)-3-Amino-4-fluoropiperidin-1-yl)-6-(trifluoromethoxy)-1H-benzo[d]imidazol-1-yl)-N,N-dimethylacetamid N[C@@H]1CN(CC[C@H]1F)C1=NC2=C(N1CC(=O)N(C)C)C=C(C=C2)OC(F)(F)F